C(C)C=1C=C(C=CC1NC(C)=O)C1=C(C(=CC=C1)C1=CC(=C(C=C1)NC(C)=O)F)O N,N'-(3-Ethyl-3''-fluoro-2'-hydroxy-[1,1':3',1''-terphenyl]-4,4''-diyl)diacetamide